FC(C1=NN(C(=C1C(=O)O)OC1=CC(=CC=C1)S(F)(F)(F)(F)F)C)F 3-(Difluoromethyl)-1-methyl-5-(3-(pentafluorosulfanyl)phenoxy)-1H-pyrazole-4-carboxylic acid